4-(hydroxyimino)-4-(4-methylthiazol-5-yl)butyric acid ethyl ester C(C)OC(CCC(C1=C(N=CS1)C)=NO)=O